NC1=NC=CC(=C1)C1=C(C=2C(N(CCC2N1)C)=O)C1=CC=C(C=C1)F 2-(2-Aminopyridin-4-yl)-3-(4-fluorophenyl)-5-methyl-1,5,6,7-tetrahydro-4H-pyrrolo[3,2-c]pyridin-4-one